ClC1=C(C=CC(=C1)F)NC(=O)C1(CC1)C(=O)NC1=CC(=C(C=C1)OC1=CC=NC2=CC(=C(C=C12)C(NC)=O)OC)F 1-N'-(2-chloro-4-fluorophenyl)-1-N-[3-fluoro-4-[7-methoxy-6-(methylcarbamoyl)quinolin-4-yl]oxyphenyl]cyclopropane-1,1-dicarboxamide